N-piperazinyl-quinazoline N1(CCNCC1)N1CN=CC2=CC=CC=C12